COC=1C=C(C=CC1)[C@]1(C[C@@H]2[C@H](N(OC2(C)C)C)[C@H](C1)C)C |r| rac-(3aR,5R,7S,7aR)-5-(3-methoxyphenyl)-1,3,3,5,7-pentamethyl-octahydrobenzo[c]isoxazole